(4-((phenyl(5-(trifluoromethyl)pyridin-2-yl)carbamoyloxy)methyl)cyclohexyl-methoxy)acetic acid C1(=CC=CC=C1)N(C(=O)OCC1CCC(CC1)COCC(=O)O)C1=NC=C(C=C1)C(F)(F)F